C(CCCCCCC\C=C/C=C/CCCC)=O (Z-E)-9,11-hexadecadienal